NC1=NC=CC=C1C1=NC=2C(=NC(=C(C2)F)N2N=CC=C2)N1C=1C=C2CC[C@@H](C2=CC1)NC(C1=CC(=C(C=C1)O)C=O)=O (S)-N-(5-(2-(2-aminopyridin-3-yl)-6-fluoro-5-(1H-pyrazol-1-yl)-3H-imidazo[4,5-b]pyridin-3-yl)-2,3-dihydro-1H-inden-1-yl)-3-formyl-4-hydroxybenzamide